C(CCCCCC)SC(=O)N(C(CCCCC(=O)O)CCCCC(=O)O)CC1CCN(CC1)C 6-[heptylsulfanylcarbonyl-[(1-methyl-4-piperidyl)methyl]amino]undecanedioic acid